C(\C=C\C(=O)[O-])(=O)[O-].[Al+3].C(\C=C\C(=O)[O-])(=O)[O-].C(\C=C\C(=O)[O-])(=O)[O-].[Al+3] aluminum(III) fumarate